CN1OC([C@H]2[C@H]1[C@@H](C[C@](C2)(C2=C(C=CC=C2)SC)C)C)(C)C |r| rac-(3aR,5R,7R,7aR)-1,3,3,5,7-pentamethyl-5-(2-(methylthio)phenyl)-octahydrobenzo[c]isoxazole